[2-chloro-4-[1-methyl-4-(trifluoromethyl)imidazol-2-yl]phenyl]methanol ClC1=C(C=CC(=C1)C=1N(C=C(N1)C(F)(F)F)C)CO